1-(3-iodobenzyl)piperidine IC=1C=C(CN2CCCCC2)C=CC1